2-(1-(4-bromo-2,5-dimethoxyphenyl)butan-2-yl)isoindoline-1,3-dione BrC1=CC(=C(C=C1OC)CC(CC)N1C(C2=CC=CC=C2C1=O)=O)OC